[Bi].[O] oxygen bismuth